11-[(MERCAPTOCARBONYL)OXY]UNDECANOIC ACID SC(=O)OCCCCCCCCCCC(=O)O